C1(CC1)CN(C1CCC(CC1)NC(OCC1=CC=CC=C1)=O)C1=CC=C(C=C1)F benzyl (4-((cyclopropylmethyl)(4-fluorophenyl)amino)cyclohexyl)carbamate